C1(CC1)C1=CN(C=2C(N(N=CC21)CC(=O)N[C@@H](C)C2=CC=C(C=C2)C)=O)C (S)-2-(3-Cyclopropyl-1-methyl-7-oxo-1,7-dihydro-6H-pyrrolo[2,3-d]pyridazin-6-yl)-N-(1-(p-tolyl)ethyl)acetamid